C(#N)C1=C(C=C(CNC(=O)C2=CC=3C(=C(N=NC3)OCC3(CC3)S(N(C3=NC=CN=C3)C)(=O)=O)N(C2=O)C)C=C1)F N-(4-cyano-3-fluorobenzyl)-1-methyl-8-((1-(N-methyl-N-(pyrazin-2-yl)sulfamoyl)cyclopropyl)methoxy)-2-oxo-1,2-dihydropyrido[2,3-d]pyridazine-3-carboxamide